(R)-5-(7,8-dimethyl-[1,2,4]triazolo[1,5-a]pyridin-6-yl)-6-isopropyl-2-(4-(1-isopropylpiperidin-4-yl)-2-methylpiperazin-1-yl)-4H-pyrrolo[3,2-d]thiazole CC1=C(C=2N(C=C1C1=C(C=3N=C(SC3N1)N1[C@@H](CN(CC1)C1CCN(CC1)C(C)C)C)C(C)C)N=CN2)C